(3S,4S) or (3R,4R)-4-(4-(6-chloro-2-((5-chloro-1-cyclopropyl-1H-pyrazol-4-yl)amino)quinazolin-7-yl)piperidin-1-yl)tetrahydrofuran-3-carbonitrile ClC=1C=C2C=NC(=NC2=CC1C1CCN(CC1)[C@H]1[C@H](COC1)C#N)NC=1C=NN(C1Cl)C1CC1 |o1:17,18|